COC=1C=C2CN(CC2=CC1)C1=NC=CC(=N1)C1=NC=CC(=N1)\C=C\C1=CC=NC=C1 (E)-5-Methoxy-2-(4-(2-(pyridin-4-yl)vinyl)-[2,4'-bipyrimidin]-2'-yl)isoindoline